NC1=NC=NN2C1=CC=C2C2(OC(C(C2O)O)CO)C#N (4-aminopyrrolo[2,1-f][1,2,4]triazin-7-yl)-3,4-dihydroxy-5-(hydroxymethyl)oxolane-2-carbonitrile